BrC1=CC2=C(NC(=N2)CSC2=CC(=NC=C2)C(F)(F)F)C=C1 5-bromo-2-(((2-(trifluoromethyl)pyridin-4-yl)thio)methyl)-1H-benzo[d]imidazole